FC(COC=1C=C(C=CC1)NC(OC(C)(C)C)=O)(F)F tert-butyl (3-(2,2,2-trifluoroethoxy)phenyl)carbamate